5-ethyl-1H-tetrazole-propionic acid C(C)C1(N=NNN1)CCC(=O)O